C(#N)\C=C/CNC(=O)C=1C(=NC(=NC1)C1CC1)OC1=CC=CC=C1 (Z)-N-(3-cyanoallyl)-2-cyclopropyl-4-phenoxypyrimidine-5-carboxamide